FC(C(=O)O)(F)F.N1CCOCC1 Morpholine (trifluoroacetate)